OC1=C(C=C(C=2C([C@@H]([C@H](OC12)C1=CC(O)=C(O)C=C1)O)=O)O)O 8-Hydroxy-dihydroquercetin